MethyleneBis-Thiocyanate C(SC#N)SC#N